O=C1CC(CO1)C(=O)O tetrahydro-5-oxo-3-furoic acid